3,3-diethyl-diazirine C(C)C1(N=N1)CC